(3-fluoro-5-(1-(2-methylpyridin-4-yl)-1H-pyrazol-4-yl)phenyl)methylamine trifluoroacetate FC(C(=O)O)(F)F.FC=1C=C(C=C(C1)C=1C=NN(C1)C1=CC(=NC=C1)C)CN